C1(CC1)C=1N=CN(C1)C=1C(=CC(=C(C(=O)NC2=NC(=CC=C2)C2=NN=CN2C(C)C)C1)SC)C 5-(4-cyclopropyl-1H-imidazol-1-yl)-N-(6-(4-isopropyl-4H-1,2,4-triazol-3-yl)pyridin-2-yl)-4-methyl-2-(methylthio)benzamide